NC1=NC(=C2N=CN(C2=N1)CCC(=O)OCCOCCOCCOC(C=C)=O)N 2-(2-(2-((3-(2,6-diamino-9H-purin-9-yl)propanoyl)oxy)ethoxy)ethoxy)ethylacrylate